ClC=1C=C(OC2=C(C=C(C=C2)NC(CC2=CC=C(C=C2)C)=O)S(N)(=O)=O)C=CC1 N-[4-(3-chlorophenoxy)-3-sulfamoylphenyl]-2-(4-methylphenyl)acetamide